9-(1-((6-chloro-2-(1-methyl-1H-1,2,4-triazol-3-yl)pyridin-3-yl)amino)ethyl)-3-iodo-4,7-dimethylimidazo[1,5-a]quinazolin-5(4H)-one ClC1=CC=C(C(=N1)C1=NN(C=N1)C)NC(C)C=1C=C(C=C2C(N(C=3N(C12)C=NC3I)C)=O)C